(±)-1-fluoro-2-(methylsulfinylmethyl)-4-nitrobenzene FC1=C(C=C(C=C1)[N+](=O)[O-])C[S@](=O)C |r|